ClC=1C(=C(C(=CC1N1CC2C(C1)C(CC2)N(C)C)F)S(=O)(=O)NC2=NC(=CC=C2)F)F 3-chloro-4-(4-(dimethylamino)hexahydrocyclopenta[c]pyrrol-2(1H)-yl)-2,6-difluoro-N-(6-fluoropyridin-2-yl)benzenesulfonamide